(1-oxo-5-(2-oxo-4-(pyrrolidin-1-ylmethyl)-2,3-dihydro-1H-pyrrolo[2,3-B]pyridin-6-yl)isoindolin-2-yl)piperidine-2,6-dione O=C1N(CC2=CC(=CC=C12)C1=CC(=C2C(=N1)NC(C2)=O)CN2CCCC2)N2C(CCCC2=O)=O